N1C=C1 Azirin